COC=1C=C(N)C=CC1OC1(CC1)C 3-methoxy-4-(1-methylcyclopropoxy)aniline